FC1=CN(C=2N=CN=C(C21)NO)[C@@H]2O[C@@H]([C@H]([C@H]2O)O)CO (2R,3R,4S,5R)-2-(5-fluoro-4-(hydroxyamino)-7H-pyrrolo[2,3-d]pyrimidin-7-yl)-5-(hydroxymethyl)tetrahydrofuran-3,4-diol